ClC1=C(C=CC(=C1F)F)C1C(=C(NC(=N1)C=1SC=CN1)[C@@H]1CC[C@H](CC1)C=1OC(=C(N1)C(=O)OC)C)C(=O)OCC (trans)-Methyl 2-(4-(6-(2-chloro-3,4-difluorophenyl)-5-(ethoxycarbonyl)-2-(thiazol-2-yl)-3,6-dihydropyrimidin-4-yl)cyclohexyl)-5-methyloxazole-4-carboxylate